BrCCCOC=1C(=CC2=C(N(C[C@H]3N(C2=O)C=C(C3)C3=CC=C(C=C3)OC)C(=O)[O-])C1)OC (S)-8-(3-bromopropyloxy)-7-methoxy-2-(4-methoxyphenyl)-5-oxo-11,11a-dihydro-1H-benzo[e]pyrrolo[1,2-a][1,4]diazepine-10(5H)-carboxylate